C1(CC1)C=1C=CC=2N(C1)C=C(N2)CN2N=NC(=C2)C(=O)NCC2=C(C(=CC=C2N2N=NN=C2)OC(F)(F)F)F 1-((6-cyclopropylimidazo[1,2-a]pyridin-2-yl)methyl)-N-(2-fluoro-6-(1H-tetrazol-1-yl)-3-(trifluoromethoxy)benzyl)-1H-1,2,3-triazole-4-carboxamide